(2,4,7-trifluoro-2-formyl-indan-5-yl)propanamide FC1(CC2=C(C=C(C(=C2C1)F)C(C(=O)N)C)F)C=O